COC(=O)C1(C(CCC1)=O)COCC1=CC=CC=C1 1-((benzyloxy)methyl)-2-oxocyclopentane-1-carboxylic acid methyl ester